N1N=NN=C1[C@H]1C[C@@H](NC1)C(=O)O (2R,4S)-4-(1H-tetrazol-5-yl)pyrrolidine-2-carboxylic acid